O=C1N(CC2=C(C=CC=C12)N1CCC(CC1)CC1CCNCC1)C1CNCCC1 3-[1-oxo-4-[4-(4-piperidylmethyl)-1-piperidyl]isoindolin-2-yl]piperidine